C(C)N1[C@@H](COC(C1)(C)C)COC=1C=C2CN(C(C2=CC1)=O)C1C(NC(CC1)=O)=O 3-(5-(((R)-4-ethyl-6,6-dimethylmorpholin-3-yl)methoxy)-1-oxoisoindolin-2-yl)piperidine-2,6-dione